C(C#C)NC(=O)C=1N=CN(C1)CC=1SC(=CC1)C1=NOC(=N1)C(F)(F)F N-prop-2-ynyl-1-[[5-[5-(trifluoromethyl)-1,2,4-oxadiazol-3-yl]-2-thienyl]methyl]imidazole-4-carboxamide